2,2,2-trifluoro-N-((2S,4R)-1-((R)-10-((4-(2-fluorophenyl)-2-oxopyridin-1(2H)-yl)methyl)-7-azaspiro[4.5]decane-7-carbonyl)-2-phenylpiperidin-4-yl)-N-methylacetamide FC(C(=O)N(C)[C@H]1C[C@H](N(CC1)C(=O)N1CC2(CCCC2)[C@@H](CC1)CN1C(C=C(C=C1)C1=C(C=CC=C1)F)=O)C1=CC=CC=C1)(F)F